ClC=1C(N(N=CC1NC[C@@H]1COCCC1)C1CCC(CC1)C(=O)N1CCCC1)=O 4-chloro-2-((1r,4R)-4-(pyrrolidine-1-carbonyl)cyclohexyl)-5-((((R)-tetrahydro-2H-pyran-3-yl)methyl)amino)pyridazin-3(2H)-one